2,6-bis(benzyloxy)-6'-chloro-3,3'-bipyridine C(C1=CC=CC=C1)OC1=NC(=CC=C1C=1C=NC(=CC1)Cl)OCC1=CC=CC=C1